OC(COC=1C=C(C=2N(C1)N=CC2C#N)C=2C=NC(=CC2)N2CCN(CC2)CC2=CC=C(C=C2)S(=O)(=O)C)(C)C 6-(2-hydroxy-2-methylpropoxy)4-(6-(4-(4-(methylsulfonyl)benzyl)piperazin-1-yl)pyridin-3-yl)pyrazolo[1,5-a]pyridin-3-carbonitrile